phenyl(p-chlorophenyl)methylene(cyclopentadienyl)(3,6-di-tert-butylfluorenyl)zirconium dichloride [Cl-].[Cl-].C1(=CC=CC=C1)C(=[Zr+2](C1=CC(=CC=2C3=CC(=CC=C3CC12)C(C)(C)C)C(C)(C)C)C1C=CC=C1)C1=CC=C(C=C1)Cl